OCC(CO)(CO)N(C)CC=1C=C(C=C(C1)CCP([O-])([O-])=O)CCP([O-])([O-])=O.[Na+].[Na+].[Na+].[Na+] sodium ((5-(((1,3-dihydroxy-2-(hydroxymethyl)propan-2-yl)(methyl)amino)methyl)-1,3-phenylene)bis(ethane-2,1-diyl))bis(phosphonate)